COC1=CC=C(C=C1)C1NC(NC(=C1)[C-]1C=CC=C1)=O.[CH-]1C=CC=C1.[Fe+2] 4-(4-methoxyphenyl)-6-ferrocenyl-3,4-dihydropyrimidin-2(1H)-one